3-chlorobenzyl ((S)-1-(((S)-5-(benzyl(methyl)amino)-1-hydroxy-5-oxopentan-2-yl)amino)-3-cyclohexyl-1-oxopropan-2-yl)carbamate C(C1=CC=CC=C1)N(C(CC[C@@H](CO)NC([C@H](CC1CCCCC1)NC(OCC1=CC(=CC=C1)Cl)=O)=O)=O)C